C(#N)C=1SC=C(C1C(=O)OC)C(=O)OC dimethyl 2-cyanothiophene-3,4-dicarboxylate